N[C@@H](CO)C1=C(C(=CC(=C1)F)Cl)COC1=CC=C(C=C1)OC (R)-2-amino-2-(3-chloro-5-fluoro-2-((4-methoxyphenoxy)methyl)phenyl)ethanol